4-(bicyclo[2.2.1]hept-2-yloxy)-6-(prop-2-yloxy)quinoline-7-carboxamide C12C(CC(CC1)C2)OC2=CC=NC1=CC(=C(C=C21)OC(C)C)C(=O)N